C1(CC1)C=1C=NN2C1N=C(C=C2NCC2=CC=C(C=C2)C2=NC=CC=C2)N[C@H]2CC(NC2)=O (S)-4-((3-cyclopropyl-7-((4-(pyridin-2-yl)benzyl)amino)pyrazolo[1,5-a]pyrimidin-5-yl)amino)pyrrolidin-2-one